(6aS,8R)-2-chloro-6a-ethyl-5,6,6a,7,8,9-hexahydropyrrolo[1',2':4,5]pyrazino[2,3-c]pyridazin-8-ol ClC=1C=C2C(=NN1)NC[C@]1(N2C[C@@H](C1)O)CC